2-(±)-Ethyl 2-(4-(3-carbamoyltetrahydrofuran-3-yl)phenyl)propanoate C(N)(=O)C1(COCC1)C1=CC=C(C=C1)C(C(=O)OCC)C